C1(=CC=CC=C1)C(=O)C=1N(C(=CN1)C1=CC=CC=C1)CCC phenyl(5-phenyl-1-propylimidazol-2-yl)methanone